OC1=C(C=C(C=C1)C(CC(=O)OCCOC(CC(C)(C1=CC(=C(C=C1)O)C(C)(C)C)C1=CC(=C(C=C1)O)C(C)(C)C)=O)(C)C1=CC(=C(C=C1)O)C(C)(C)C)C(C)(C)C ethylene glycol bis[3,3-bis(4-hydroxy-3-tert-butylphenyl) butyrate]